FC1=C(C=CC(=C1)[N+](=O)[O-])N1CC2(C1)CC(C2)(O)CC(=O)OC(C)(C)C tert-butyl 2-[2-(2-fluoro-4-nitro-phenyl)-6-hydroxy-2-azaspiro[3.3]heptan-6-yl]acetate